NC(C)(C)C1=CC(=NC(=C1)C1=CC=C(C=C1)F)OC1[C@@H]2CN(C[C@H]12)C(=O)C1=CC(=NN1C)C1=NC=CC=N1 ((1R,5S,6s)-6-((4-(2-aminopropan-2-yl)-6-(4-fluorophenyl)pyridin-2-yl)oxy)-3-azabicyclo[3.1.0]hexan-3-yl)(1-methyl-3-(pyrimidin-2-yl)-1H-pyrazol-5-yl)methanone